calcium hydrogenphosphate di-hydrate O.O.P(=O)(O)([O-])[O-].[Ca+2]